ClC1=C(C=CC(=C1)F)C#CC(=O)OC1=NC(=CC=C1)N1CC(CC1)OC 6-(3-methoxypyrrolidin-1-yl)pyridin-2-yl 3-(2-chloro-4-fluorophenyl)propiolate